NC1=C(C(=NN1C1=CC(=C(C(=C1)Cl)C(F)(F)F)Cl)C#N)[S@@](=O)C(F)(F)F |r| (RS)-5-Amino-1-(2,6-dichloro-α,α,α-trifluoro-p-tolyl)-4-trifluoromethylsulfinyl-1H-pyrazol-3-carbonitril